Cl.S1C=CC2=C1[C@H](OCC2)CNC |r| racemic-(4,5-dihydro-7H-thieno[2,3-c]pyran-7-yl)-N-methylmethanamine HCl